tert-butyl 3-(4-(1-amino-2-methyl-1-oxopropan-2-yl)phenyl)-2,2-dimethylpropanoate NC(C(C)(C)C1=CC=C(C=C1)CC(C(=O)OC(C)(C)C)(C)C)=O